(5R)-5-[(1R)-2-[(4-fluoro-1-methyl-6,7-dihydro-5H-cyclopenta[c]pyridin-6-yl)methylamino]-1-hydroxy-ethyl]oxazolidin-2-one FC=1C2=C(C(=NC1)C)CC(C2)CNC[C@@H](O)[C@H]2CNC(O2)=O